5-((S)-2-amino-3-((3,5-difluorophenyl)sulfonamido)propanamido)-2-methyl-N-((R)-1-(naphthalen-1-yl)ethyl)benzamide N[C@H](C(=O)NC=1C=CC(=C(C(=O)N[C@H](C)C2=CC=CC3=CC=CC=C23)C1)C)CNS(=O)(=O)C1=CC(=CC(=C1)F)F